methyl-(2R,7aR)-2-fluoro-6-oxotetrahydro-1H-pyrrolizine CC1[C@H](CN2CC(C[C@H]12)=O)F